S1C(=NC2=C1C=C1CCCC1=C2)NC([C@H](C)N2C[C@@H](C(CC2)(F)F)C2=CC=[N+](C=C2)[O-])=O 4-((S)-1-((S)-1-((6,7-dihydro-5H-indeno[5,6-d]thiazol-2-yl)amino)-1-oxopropan-2-yl)-4,4-difluoropiperidin-3-yl)pyridine 1-oxide